3-hydroxy-5-methyl-4-[7-[(3R)-1-methyl-3-piperidyl]imidazo[4,5-c]pyridazin-3-yl]benzonitrile OC=1C=C(C#N)C=C(C1C1=CC2=C(N=N1)N(C=N2)[C@H]2CN(CCC2)C)C